8-chloro-N-[[4-(methylamino)-2-methylsulfanyl-pyrimidin-5-yl]methyl]-1,2,3,4-tetrahydroquinolin-4-amine ClC=1C=CC=C2C(CCNC12)NCC=1C(=NC(=NC1)SC)NC